ethyl hydrogen ((5-carbamoyl-3-cyano-7-(3-(methylsulfonyl)propoxy)benzo[b]thiophen-2-yl)difluoromethyl)phosphonate C(N)(=O)C1=CC2=C(SC(=C2C#N)C(F)(F)P(OCC)(O)=O)C(=C1)OCCCS(=O)(=O)C